OCC([C@H](C[C@@H]1C(NCC1)=O)NC(=O)[C@@H]1N(C[C@@H]2[C@H]1CCC2)C(=O)C=2NC1=CC=CC(=C1C2)OC)=O (1R,3aS,6aR)-N-((S)-4-hydroxy-3-oxo-1-((R)-2-oxopyrrolidin-3-yl)butan-2-yl)-2-(4-methoxy-1H-indole-2-carbonyl)octahydrocyclopenta[c]pyrrole-1-carboxamide